2-fluoro-6-[(2,3-dihydroxybenzyl)amino]-9-(tetrahydro-2H-pyran-2-yl)-9H-purine FC1=NC(=C2N=CN(C2=N1)C1OCCCC1)NCC1=C(C(=CC=C1)O)O